NN1C(=NC(=C1C(=O)N)C1=CC=C(C=C1)C(NC1=NC=C(C=C1)C)=O)[C@H]1N(CCCC1)C(C=C(C)C)=O (S)-1-amino-2-(1-(3-methylbut-2-enoyl)piperidin-2-yl)-4-(4-((5-methylpyridin-2-yl)carbamoyl)phenyl)-1H-imidazole-5-carboxamide